C(OCC(CCCC)CC)(OOOOC(OCC(CCCC)CC)=O)=O di(2-ethyl hexyl) peroxy dicarbonate